((6-bromo-2-ethyl-8-fluoroimidazo[1,2-a]pyridin-3-yl)(methyl)amino)-4-(4-fluorophenyl)thiazole-5-carbonitrile BrC=1C=C(C=2N(C1)C(=C(N2)CC)N(C)C=2SC(=C(N2)C2=CC=C(C=C2)F)C#N)F